CC(C[C@@H](N)C(=O)[O-])C(=O)[O-] γ-methyl-D-glutamate